CC(C)C=1N=CC2=C(N1)NC(C=C2)=O propan-2-ylpyrido[2,3-d]pyrimidin-7(8H)-on